2,4,6-trifluorobenzyl-amine FC1=C(CN)C(=CC(=C1)F)F